uridine 3'-triphosphate P(O)(=O)(OP(=O)(O)OP(=O)(O)O)O[C@H]1[C@H]([C@@H](O[C@@H]1CO)N1C(=O)NC(=O)C=C1)O